(R)-N-(6-(difluoromethoxy)-4-oxo-1,2,3,4-tetrahydronaphthalen-1-yl)-4-(trifluoromethoxy)benzenesulfonamide FC(OC=1C=C2C(CC[C@H](C2=CC1)NS(=O)(=O)C1=CC=C(C=C1)OC(F)(F)F)=O)F